ClC=1C=C(C=CC1F)[C@@H]1N(OCC1)C1=CC(=NC=N1)NC=1C(=CC(=C(C1)NC(C=C)=O)N1CCC(CC1)N1[C@H](CN([C@H](C1)C)C1CC1)C)OC N-(5-((6-((R)-3-(3-chloro-4-fluorophenyl)-isoxazolidine-2-yl)pyrimidine-4-yl)amino)-2-(4-((2S,5S)-4-cyclopropyl-2,5-dimethylpiperazine-1-yl)piperidine-1-yl)-4-methoxyphenyl)acrylamide